FC(C=1C=C(C=CC1)NC1=CC=C(N=N1)C1=CC=C(C=C1)N1CCC(CC1)CC(=O)O)(F)F (1-{4-[6-(3-trifluoromethyl-phenylamino)-pyridazin-3-yl]-phenyl}-piperidin-4-yl)-acetic acid